ClC=1C=C(C=CC1F)NC1=NC=NC2=CC(=C(C=C12)NC(C=CCCN1CCCCC1)=O)OCF 5-Piperidin-1-yl-pent-2-enoic acid [4-(3-chloro-4-fluoro-phenylamino)-7-fluoromethoxy-quinazolin-6-yl]-amide